2-{4-[4-(2-Methoxy-pyrimidin-5-yl)-1-methyl-6-oxo-1,6-dihydro-pyridin-3-yl]-pyrazol-1-yl}-benzonitrile COC1=NC=C(C=N1)C=1C(=CN(C(C1)=O)C)C=1C=NN(C1)C1=C(C#N)C=CC=C1